3-(3-t-butyl-4-hydroxy-5-methyl phenyl)propionate C(C)(C)(C)C=1C=C(C=C(C1O)C)CCC(=O)[O-]